2-(3-formylphenoxy)-N-isopropylacetamide C(=O)C=1C=C(OCC(=O)NC(C)C)C=CC1